N-(5-Chloro-6-((6'-oxo-5',6'-dihydrospiro[cyclohexane-1,4'-thieno[2,3-c]pyrrol]-2'-yl)amino)pyrimidin-4-yl)cyclopropanecarboxamide ClC=1C(=NC=NC1NC1=CC2=C(C(NC23CCCCC3)=O)S1)NC(=O)C1CC1